COC1=C(C(=CC(=C1)C)C)C1=CC=C2C=CC(=NC2=N1)CC1(CC1)C(=O)NC 1-[[7-(2-methoxy-4,6-dimethyl-phenyl)-1,8-naphthyridin-2-yl]methyl]-N-methyl-cyclopropanecarboxamide